7-chloro-2-(3,4-dimethoxybenzyl)-1-methyl-5-phenyl-1,5-dihydro-4H-imidazo[4,5-c]quinolin-4-one ClC=1C=CC=2C3=C(C(N(C2C1)C1=CC=CC=C1)=O)N=C(N3C)CC3=CC(=C(C=C3)OC)OC